n-[4-[2-(4-fluorophenyl)-4-(3-methylphenyl)-1,3-thiazol-5-yl]-2-pyridyl]-3-phenylpropanamide CC1=CC(=CC=C1)C2=C(SC(=N2)C3=CC=C(C=C3)F)C4=CC(=NC=C4)NC(=O)CCC5=CC=CC=C5